7-(2-((2-chloro-4-(piperazin-1-yl)phenyl)amino)-5-(trifluoromethyl)pyrimidin-4-yl)-4-methyl-3,4-dihydrothieno[2,3-f][1,4]thiazepin-5(2H)-one 1,1-dioxide ClC1=C(C=CC(=C1)N1CCNCC1)NC1=NC=C(C(=N1)C1=CC2=C(C(N(CCS2(=O)=O)C)=O)S1)C(F)(F)F